FC1=C(OC2=CC=C(C(=C2C(=O)NC2=CC(=C(C=C2)F)C(NO)=O)F)C(F)(F)F)C=CC=C1F 6-(2,3-difluorophenoxy)-2-fluoro-N-(4-fluoro-3-(N-hydroxycarbamoyl)phenyl)-3-(trifluoromethyl)benzamide